COC(=O)C1C(CCCC1=C)(C)C.C(#C)N(S(=O)(=O)C1=CC=C(C=C1)C(NC1=CC=C(C=C1)C(F)(F)F)CC#C)C N-ethynyl-N-methyl-4-(prop-2-yn-1-yl-(4-trifluoromethylphenylamino)methyl)benzenesulfonamide methyl-2,2-dimethyl-6-methylidenecyclohexane-1-carboxylate